(3-fluoro-4-(piperidin-1-yl)phenyl)thiazol-2-amine FC=1C=C(C=CC1N1CCCCC1)C=1N=C(SC1)N